FC(C1CN(C1)C1=CC=NC=C1)F 4-(3-(difluoromethyl)azetidin-1-yl)pyridin